C(C)(C)C(C(=O)NC)(C(C)C)C 2-isopropyl-N,2,3-trimethylbutanamide